C12C(CCC3=CC=CC=C13)C(=O)OC2=O tetrahydronaphthalene-1,2-dicarboxylic acid anhydride